(1aR,5aR)-2-(2,4-difluoro-phenyl)-1a,2,5,5a-tetrahydro-1H-2,3-diaza-cyclopropa[a]pentalene-4-carboxylic acid (1-hydroxymethyl-cyclopentyl)-amide OCC1(CCCC1)NC(=O)C=1C=2C[C@@H]3[C@H](C2N(N1)C1=C(C=C(C=C1)F)F)C3